3-[[(2S)-1-[6-oxo-5-(trifluoromethyl)-1,6-dihydropyridazin-4-yl]pyrrolidin-2-yl]methoxy]benzoic acid O=C1C(=C(C=NN1)N1[C@@H](CCC1)COC=1C=C(C(=O)O)C=CC1)C(F)(F)F